methyl 4-(4-bromothiophene-2-yl)-4-oxobutyrate BrC=1C=C(SC1)C(CCC(=O)OC)=O